methyl (1R,3R,4R,5R,6S)-5,6-dihydroxy-2-((S)-1-phenylethyl)-2-azabicyclo[2.2.1]heptane-3-carboxylate O[C@@H]1[C@H]2[C@@H](N([C@@H]([C@@H]1O)C2)[C@@H](C)C2=CC=CC=C2)C(=O)OC